COC=1C=C(C=CC1)C(CC(C)=O)=O 1-(3-methoxyphenyl)butane-1,3-dione